FC1=C(C=CC=C1)S(=O)(=N)\C=C\C1=NC=CC=C1F (E)-(2-fluorophenyl)(2-(3-fluoropyridin-2-yl)vinyl)(imino)-lambda6-sulfanone